(3S)-3-Amino-4-(4-methyl-1-piperidyl)-4-oxo-butanoic acid N[C@@H](CC(=O)O)C(=O)N1CCC(CC1)C